3-(4-(sec-butoxy)cyclohexyl)butan-1-ol C(C)(CC)OC1CCC(CC1)C(CCO)C